4-tert-butyl-N-((tetrahydrofuran-2-yl)methyl)benzamide C(C)(C)(C)C1=CC=C(C(=O)NCC2OCCC2)C=C1